NC1=CC=C(OC2=NC(=NC(=N2)OC2=CC=C(C=C2)N)OC2=CC=C(C=C2)N)C=C1 2,4,6-tris(4-aminophenoxy)-1,3,5-triazine